(S)-2-((S)-4,4-difluoro-3-(6-oxo-1,6-dihydropyridin-3-yl)piperidin-1-yl)-N-(5-fluoropyridin-2-yl)propanamide FC1([C@H](CN(CC1)[C@H](C(=O)NC1=NC=C(C=C1)F)C)C1=CNC(C=C1)=O)F